C(C)OC(=O)C=1C=NN(C1N)C12CC(C1)C2 5-amino-1-(bicyclo[1.1.1]pentan-1-yl)-1H-pyrazole-4-carboxylic acid ethyl ester